3,5-dimethyl-4H-1,2,4-triazole CC1=NN=C(N1)C